3-(3,5-dichlorophenyl)acrolein ClC=1C=C(C=C(C1)Cl)C=CC=O